C(#N)C=1C(=CC(=NC1)NC(C1=CN=C(C=C1)C1=C(C=C(C=C1)C1=NOC(=N1)C)C1CC1)=O)OCCN(C)C N-(5-cyano-4-(2-(dimethylamino)ethoxy)pyridin-2-yl)-6-(2-cyclopropyl-4-(5-methyl-1,2,4-oxadiazol-3-yl)phenyl)nicotinamide